C(CCC)OC(C(C(=O)O)(CCCCCCCCCCCCCC)CCCCCCCCCCCCCC)=O.C(C1=CC=CC=C1)S(=O)(=O)NC(=O)C=1N=NC(=CC1)N1CCN(CC1)C(=O)C=1C=NC=C(C1)Br N-benzylsulfonyl-6-[4-(5-bromopyridine-3-carbonyl)piperazin-1-yl]pyridazine-3-carboxamide butyl-2,2-ditetradecylmalonate